ClC1=C(C=C2C(C(=CN(C2=N1)C1=C(C=C(C=C1C)F)C)C(=O)OCC)=O)F Ethyl 7-chloro-6-fluoro-1-(4-fluoro-2,6-dimethylphenyl)-4-oxo-1,4-dihydro-1,8-naphthyridine-3-carboxylate